N-((S)-1-(6-((R)-Cyclopropyl(2-(3,3-difluorocyclobutyl)acetamido)methyl)-1H-benzo[d]imidazol-2-yl)-4,4,4-trifluoro-3,3-dimethylbutyl)-4-methyl-1,2,5-oxadiazole-3-carboxamide C1(CC1)[C@H](C=1C=CC2=C(NC(=N2)[C@H](CC(C(F)(F)F)(C)C)NC(=O)C2=NON=C2C)C1)NC(CC1CC(C1)(F)F)=O